N-(4-nitrophenylethyl)-2-(trifluoromethyl)quinazolin-4-amine [N+](=O)([O-])C1=CC=C(C=C1)CCNC1=NC(=NC2=CC=CC=C12)C(F)(F)F